C(C)C1(COC(OC1)=O)CC diethyl-1,3-dioxan-2-one